1-(2-butyloctyl) 7-(3-((8-(decanoyloxy) octanoyl) oxy)-2-((4-(dimethylamino) butanoyl) oxy) propyl) pimelate C(CCCCCC(=O)OCC(COC(CCCCCCCOC(CCCCCCCCC)=O)=O)OC(CCCN(C)C)=O)(=O)OCC(CCCCCC)CCCC